2,3,5-trimethyl-benzene-1,4-diol CC1=C(C=C(C(=C1C)O)C)O